N1=CC=C(C=C1)NC1CN(CC1)CC(=O)N 2-(3-(pyridin-4-ylamino)pyrrolidin-1-yl)acetamide